((5S,7S)-7-fluoro-5-phenyl-6,7-dihydro-5H-pyrrolo[1,2-b][1,2,4]triazol-2-yl)((R)-3-methyltetrahydrofuran-3-yl)methanone F[C@H]1C[C@H](N2N=C(N=C21)C(=O)[C@]2(COCC2)C)C2=CC=CC=C2